7-bromo-6-fluoroquinazolin-4(1H)-one BrC1=C(C=C2C(N=CNC2=C1)=O)F